Cl.ClC1=C(C=CC=C1Cl)N1CCNCC1 4-(2,3-dichlorophenyl)piperazine hydrochloride